2-chloro-2-(2-(trifluoromethyl)pyridin-3-yl)ethan-1-ol ClC(CO)C=1C(=NC=CC1)C(F)(F)F